OCCN(CC(=O)O)CCO Bis(2-hydroxyethyl)glycine